1-(1-((4-fluoropiperidin-4-yl)methyl)azetidin-3-yl)-3-(4-phenoxyphenyl)-1H-pyrazolo[3,4-d]pyrimidin-4-amine FC1(CCNCC1)CN1CC(C1)N1N=C(C=2C1=NC=NC2N)C2=CC=C(C=C2)OC2=CC=CC=C2